diethyl 4-aminocyclopent-3-ene-1,3-dicarboxylate NC1=C(CC(C1)C(=O)OCC)C(=O)OCC